tert-butyl acetate (2,4,4-trimethyl-2-hydroxypentyl)acetate CC(COC(C)=O)(CC(C)(C)C)O.C(C)(=O)OC(C)(C)C